5-Bromo-2-[3-(4,4-difluoropiperidin-1-yl)propoxy]-3-nitropyridine BrC=1C=C(C(=NC1)OCCCN1CCC(CC1)(F)F)[N+](=O)[O-]